C(#N)C=1C=C(C=CC1)C1=CC=2N(N=C1)C(=CN2)C2=CC=C(C(=O)O)C=C2 4-(7-(3-cyanophenyl)imidazo[1,2-b]pyridazin-3-yl)benzoic acid